(R)-N-((S)-1-(bicyclo[4.2.0]oct-1(6),2,4-trien-3-yl)ethyl)-2-methylpropane-2-Sulfenamide C1=2C=C(C=CC2CC1)[C@H](C)NSC(C)(C)C